(R)-1-(4-chloro-thiazol-5-yl)ethyl (1-methyl-4-(6-methyl-5-(methyl-sulfonamido)pyridin-2-yl)-1H-1,2,3-triazol-5-yl)carbamate CN1N=NC(=C1NC(O[C@H](C)C1=C(N=CS1)Cl)=O)C1=NC(=C(C=C1)NS(=O)(=O)C)C